CS(=O)(=O)C=1C=C(C=CC1)C1=C2C(=NC=C1)C=C(O2)C=2C=CC(N(C2)CC(=O)OCC)=O ethyl 2-(5-(7-(3-(methylsulfonyl)phenyl)furo[3,2-b]pyridin-2-yl)-2-oxopyridin-1(2H)-yl)acetate